ClC1=CC(=C(C=C1)NC(=O)C12CC(C1)(C2)C(F)(F)F)C(N[C@H](C(C(=O)NC)=O)C[C@H]2C(N[C@@H](C2)C)=O)=O N-[4-chloro-2-[[(1S)-3-(methylamino)-1-[[(3S,5R)-5-methyl-2-oxo-pyrrolidin-3-yl]methyl]-2,3-dioxo-propyl]carbamoyl]phenyl]-3-(trifluoromethyl)bicyclo[1.1.1]pentane-1-carboxamide